amino-(5R)-[5-(oxetane-3-yl)-1,3,4-oxadiazol-2-yl]-piperidine NC1N(CCCC1)C=1OC(=NN1)C1COC1